CNS(=O)(=O)C=1C=NC(=C(C1)C=1N=C2O[C@@H](CN2C1)C)OC1=CC=C(C=C1)C(F)(F)F (R)-N-methyl-5-(2-methyl-2,3-dihydroimidazo[2,1-b]oxazol-6-yl)-6-(4-(trifluoromethyl)phenoxy)pyridine-3-sulfonamide